C(C)OC(=O)C=1C(=CC(N(C1)CC1(CCN(CC12CCOCC2)C(=O)OC(C)(C)C)O)=O)C2=CC=CC=C2 tert-Butyl 5-((5-(ethoxycarbonyl)-2-oxo-4-phenylpyridin-1(2H)-yl)methyl)-5-hydroxy-9-oxa-2-azaspiro[5.5]undecane-2-carboxylate